N[C@@H](CC[Se]C)C(=O)O L-Selenomethionin